NC1=NN2C(C=C(C=C2)C=2C=CC(=C(C2)N2OCC[C@H]2C2=CC=CC=C2)Cl)=N1 (S)-N-(5-(2-amino-[1,2,4]triazolo[1,5-a]pyridin-7-yl)-2-chlorophenyl)-3-phenylisoxazolidine